benzyl-4-(trifluoromethyl)pyridin-1-ium bromide [Br-].C(C1=CC=CC=C1)[N+]1=CC=C(C=C1)C(F)(F)F